C(C)C1=CC2=C(C3=CC=CC=C3C(=C2C=C1)O)O 2-ethylanthracene-9,10-diol